iodoplumbum I[Pb]